CC1CC(C2=NS(CCN2C1)(=O)=O)C1=CC=C(C=C1)OC1=CC=CC=C1 7-methyl-9-(4-phenoxyphenyl)-3,4,6,7,8,9-hexahydropyrido[2,1-c][1,2,4]thiadiazine 2,2-dioxide